N-(tert-butoxycarbonyl)-O-(3-(2-((1s,2s,5r)-1-hydroxy-2-isopropyl-5-methylcyclohexane-1-carboxamido)ethyl)phenyl)-L-serine methyl ester COC([C@@H](NC(=O)OC(C)(C)C)COC1=CC(=CC=C1)CCNC(=O)[C@]1([C@@H](CC[C@H](C1)C)C(C)C)O)=O